2-(4-bromo-2-nitrophenoxy)ethan-1-ol BrC1=CC(=C(OCCO)C=C1)[N+](=O)[O-]